ClC=1C=C2C(=CC=NC2=CC1)B(O)O (6-chloroquinolin-4-yl)boronic acid